[Si](C)(C)(C(C)(C)C)N(S(=O)(=N)N(C1CN(CCC1)C)C=1C=NN(C1)C)CC1=C(C=C(C=C1)OC)OC N-(Tert-butyldimethylsilyl)-N-[(2,4-dimethoxyphenyl)methyl][(1-methyl-1H-pyrazol-4-yl)(1-methylpiperidin-3-yl)amino]sulfonoimidamide